CS(=O)(=O)[O-].[Cu+2].CS(=O)(=O)[O-] copper methanesulphonate